N,N-diethylaminoethyl-11,15-dihydroxy-9-keto-prosta-13-en-1-oic acid hydrobromide Br.C(C)N(CC)CCC(C(=O)O)CCCCC[C@H]1C(CC([C@@H]1C=CC(CCCCC)O)O)=O